(S)-N-(2-cyano-1-(3-(trifluoromethoxy)phenyl)ethyl)-2-(3,3-difluoro-1-hydroxycyclobutyl)acetamide C(#N)C[C@@H](C1=CC(=CC=C1)OC(F)(F)F)NC(CC1(CC(C1)(F)F)O)=O